C1=CC=CC=2C3=CC=CC=C3N(C12)C1=CC=C(C=C1)N(C1=CC(=CC(=C1)Br)Br)C1=CC=C(C=C1)N1C2=CC=CC=C2C=2C=CC=CC12 N,N-bis[4-(9H-9-carbazolyl)phenyl]-3,5-dibromoaniline